2-hydroxypentan-2,4-diene OC(C)=CC=C